1-[2-hydroxyphenyl]-4-[2-nitrophenyl]-1,2,3,6-tetrahydropyrimidine-2-one OC1=C(C=CC=C1)N1C(NC(=CC1)C1=C(C=CC=C1)[N+](=O)[O-])=O